C(C)N(CCOCC1=C(C2=CC=CC=C2C=C1)CC1=C(C=CC2=CC=CC=C12)OC)CC diethyl[2-({1-[(2-methoxynaphthalen-1-yl)methyl]naphthalen-2-yl}methoxy)ethyl]amine